C(C)(C)C=1C2=C(NC1C=1C=C(C=3N(C1)N=CN3)C)SC(=C2C)C2CC3(CN(C3)C(=O)OC(C)(C)C)C2 tert-butyl 6-(4-isopropyl-3-methyl-5-(8-methyl-[1,2,4]triazolo[1,5-a]pyridin-6-yl)-6H-thieno[2,3-b]pyrrol-2-yl)-2-azaspiro[3.3]heptane-2-carboxylate